O=C1OC2=CC(=CC=C2C(=C1)C1=C(C=CC=C1)C)N[C@H](C)C(=O)O (2-oxo-4-(o-tolyl)-2H-chromen-7-yl)-D-alanine